5-(piperidin-2-ylmethyl)-1,3,4-oxadiazole N1C(CCCC1)CC1=NN=CO1